(S)-2-((3-((tert-butoxycarbonyl)amino)-4-hydroxybutyl)thio)-2,2-diphenylacetate C(C)(C)(C)OC(=O)N[C@@H](CCSC(C(=O)[O-])(C1=CC=CC=C1)C1=CC=CC=C1)CO